CC=1C(=C(C(=O)O)C=CC1)OC(NC12C[C@]3(C[C@](CC(C1)C3)(C2)C)C)=O.C(C2=CC=CC=C2)OC2=C(C(=O)NC3=C(C=CC=C3)C(=O)N3CCOCC3)C=C(C(=C2)OCC2=CC=CC=C2)C(C)C 2,4-bis(benzyloxy)-5-isopropyl-N-(2-(morpholine-4-carbonyl)phenyl)benzamide methyl-((((1R,3R,5S,7R)-3,5-dimethyl-adamantan-1-yl)carbamoyl)oxy)-benzoate